C(=O)O.FC(C1CCC(CC1)NC1=CC=C2CCN(CC2=C1)C(C=C)=O)(F)F 1-(7-(((1s,4s)-4-(trifluoromethyl)cyclohexyl)amino)-3,4-dihydroisoquinolin-2(1H)-yl)prop-2-en-1-one formate